2,4-dichloro-6,7-dimethoxyquinoline ClC1=NC2=CC(=C(C=C2C(=C1)Cl)OC)OC